ClC1=C(C=CC=C1)C1=C(C2=C(N=C(N=C2)SC)N(C1=O)C)C=C 6-(2-chlorophenyl)-5-ethenyl-8-methyl-2-(methylsulfanyl)pyrido[2,3-d]pyrimidin-7-one